2-(2-(1-(Cyclopropylsulfonyl)-1H-pyrazol-4-yl)pyrimidin-4-yl)-5-(1-(difluoromethyl)-1H-pyrazol-3-yl)-N4-(2-azaspiro[3.5]nonan-7-yl)pyridine-2,4-diamine C1(CC1)S(=O)(=O)N1N=CC(=C1)C1=NC=CC(=N1)C1(NC=C(C(=C1)NC1CCC2(CNC2)CC1)C1=NN(C=C1)C(F)F)N